Cl.NC1CC(C1)(C(=O)O)C trans-3-amino-1-methylcyclobutanoic acid hydrochloride